methyl (R)-4-(1-(morpholine-3-carboxamido) cyclopropyl)benzoate hydrochloride Cl.N1[C@H](COCC1)C(=O)NC1(CC1)C1=CC=C(C(=O)OC)C=C1